CC1=C(N=C(S1)C1=NC=C(C=C1)C)O 5-methyl-2-(5-methylpyridin-2-yl)thiazol-4-ol